(S)-6-((4,6-dimethyl-2-oxo-1,2-dihydropyridin-3-yl)methyl)-2-(trans-4-(dimethylamino)cyclohexyl)-2,4-dimethyl-7,8-dihydro-[1,3]dioxolo[4,5-g]isoquinolin-5(6H)-one CC1=C(C(NC(=C1)C)=O)CN1C(C=2C(=C3C(=CC2CC1)O[C@](O3)(C)[C@@H]3CC[C@H](CC3)N(C)C)C)=O